ClC1=C(COC(=O)NC=2C=CC=C3CC[C@@H](OC23)C(=O)O)C=CC=C1 (R)-8-((((2-chlorobenzyl)oxy)carbonyl)amino)chromane-2-carboxylic acid